ClCC1=C(C=CC(=C1)OCC)C1CC1 2-(chloromethyl)-1-cyclopropyl-4-ethoxybenzene